NC1=C(C=CC(=C1)N1C2(COC2)CCC1)N [2-amino-4-(2-oxa-5-azaspiro[3.4]octan-5-yl)phenyl]amine